N-[(1S,9S)-4-methoxy-17-methyl-17-azatetracyclo[7.5.3.01,10.02,7]heptadeca-2(7),3,5-trien-5-yl]cyclopentanecarboxamide COC1=CC=2[C@@]34C([C@H](CC2C=C1NC(=O)C1CCCC1)N(CC4)C)CCCC3